C(O[C@@H]1CC[C@H](CC1)NC1=C(C=CC=C1)[N+](=O)[O-])([2H])([2H])[2H] ((trans)-4-(methoxy-d3)cyclohexyl)-2-nitroaniline